C1(=CC=CC=C1)P(=CC(=O)C1=CC2=C(N(C(N2C)=O)C)C=C1)(C1=CC=CC=C1)C1=CC=CC=C1 5-(2-(triphenyl-lambda5-phosphanylidene)acetyl)-1,3-dimethyl-1,3-dihydro-2H-benzo[d]imidazol-2-one